NC1=C(C(N(C2=CC(=CC=C12)I)C=1C=NC(=CC1)C(C)O)=O)C(=O)OC methyl 4-amino-1-(6-(1-hydroxyethyl)pyridin-3-yl)-2-oxo-7-iodo-1,2-dihydroquinoline-3-carboxylate